[OH-].C(C)(C)[NH2+]C(C)C isopropylisopropylammonium hydroxide